2,4-bis(acetoxy)thioxanthone C(C)(=O)OC1=CC=2C(C3=CC=CC=C3SC2C(=C1)OC(C)=O)=O